C(CCC)NC(=O)C1=CC=CC(=N1)N1CCN(CCC1)CC1CN(CCO1)C(=O)OC(C)(C)C tert-Butyl 2-({4-[6-(butylcarbamoyl)pyridin-2-yl]-1,4-diazepan-1-yl}methyl)morpholine-4-carboxylate